E-cyclooctene C/1=C\CCCCCC1